7-fluoro-1-isopropyl-3-methyl-8-(6-((2-(piperidin-1-yl)ethoxy)methyl)pyridin-3-yl)-1H-imidazo[4,5-c]cinnolin-2(3H)-one FC=1C(=CC=2C3=C(N=NC2C1)N(C(N3C(C)C)=O)C)C=3C=NC(=CC3)COCCN3CCCCC3